NC1=C2C(=NC=N1)N(N=C2C2=CC=C(C=C2)OC2=CC=CC=C2)C2CCN(CC2)C2C[C@@H]1[C@@H](CN(C1)C1CC3(C1)CCN(CC3)C(=O)OC(C)(C)C)C2 tert-butyl 2-((3aR,6aS)-5-(4-(4-amino-3-(4-phenoxyphenyl)-1H-pyrazolo[3,4-d]pyrimidin-1-yl)piperidin-1-yl)hexahydrocyclopenta[c]pyrrol-2(1H)-yl)-7-azaspiro[3.5]nonane-7-carboxylate